C(C)(C)NC=1C2=C(N=C(N1)NC1=C(C=C(C=C1)S(=O)(=O)N1CCOCC1)OC)NC=C2C(F)(F)F N4-isopropyl-N2-(2-methoxy-4-(morpholinosulfonyl)phenyl)-5-(trifluoromethyl)-7H-pyrrolo[2,3-d]pyrimidine-2,4-diamine